N-(2-fluoro-4-(4,4,5,5-tetramethyl-1,3,2-dioxaborolan-2-yl)phenyl)propane-1-sulfonamide tert-butyl-(tert-butoxycarbonyl)(2-chloro-5-cyanopyridin-4-yl)carbamate C(C)(C)(C)C=1C(=NC=C(C1N(C(O)=O)C(=O)OC(C)(C)C)C#N)Cl.FC1=C(C=CC(=C1)B1OC(C(O1)(C)C)(C)C)NS(=O)(=O)CCC